CC1(CC2C3(CCCC(CCC12)(C3)C)OC(CO)CC)C 2-((4,4,8-Trimethyltricyclo[6.3.1.02,5]dodecan-1-yl)oxy)butan-1-ol